C(C1=CC=CC=C1)OC1=CC(=C2C=CC=NC2=C1)C1(CC1)N 1-(7-(benzyloxy)quinolin-5-yl)cyclopropanamine